6-(1-acetyl-4-fluoropiperidin-4-yl)-4-{[(1R)-1-[3-(difluoromethyl)-2-fluoro-phenyl]ethyl]amino}-8-methyl-7H,8H-pyrido[2,3-d]pyrimidin-7-one C(C)(=O)N1CCC(CC1)(F)C1=CC2=C(N=CN=C2N[C@H](C)C2=C(C(=CC=C2)C(F)F)F)N(C1=O)C